3-(5-(3-(Dimethoxymethyl)azetidin-1-yl)-1-oxoisoindol-2-yl)piperidine-2,6-dione COC(C1CN(C1)C=1C=C2CN(C(C2=CC1)=O)C1C(NC(CC1)=O)=O)OC